N-(4-(Tert-butyl)phenyl)-P,P-diphenylphosphinothioic amide C(C)(C)(C)C1=CC=C(C=C1)NP(=S)(C1=CC=CC=C1)C1=CC=CC=C1